O=C(NCCOCCOCCOCCOCCOCCOCCOCCOCCOCCOCCOCCOC)CCC(=O)N[C@@H](CCCNC(NS(=O)(=O)C=1C(=C(C2=C(CC(O2)(C)C)C1C)C)C)=N)C(=O)O N2-(39-oxo-2,5,8,11,14,17,20,23,26,29,32,35-dodecaoxa-38-azadotetracontan-42-oyl)-Nω-((2,2,4,6,7-pentamethyl-2,3-dihydrobenzofuran-5-yl)sulfonyl)-L-arginine